NC=1C(=NC=C(C1)Cl)N1C(CN(CC1)C(CC(=O)O)=O)C1=C(C=C(C=C1)Cl)C 3-(4-(3-amino-5-chloropyridin-2-yl)-3-(4-chloro-2-methylphenyl)piperazin-1-yl)-3-oxopropanoic acid